[cyclopropyl-[(2,4-dimethoxyphenyl)methyl]amino]ethenone C1(CC1)N(CC1=C(C=C(C=C1)OC)OC)C=C=O